(3,5-difluorophenyl)(4-(6-methyl-7-(4-(piperazin-1-yl)phenyl)imidazo[1,2-b]pyridazin-3-yl)quinolin-7-yl)methanol FC=1C=C(C=C(C1)F)C(O)C1=CC=C2C(=CC=NC2=C1)C1=CN=C2N1N=C(C(=C2)C2=CC=C(C=C2)N2CCNCC2)C